ClC1=C(C(=O)NCCCN2CCNCC2)C=CC(=C1)NC=1C=2N(C=CN1)C(=CN2)C2=C(C(=C(C=C2)OC)F)F 4-[3-[[2-Chloro-4-[[3-(2,3-difluoro-4-methoxyphenyl)imidazo[1,2-a]pyrazin-8-yl]amino]benzoyl]amino]propyl]piperazin